3-(4-((3-(azacyclooctan-1-ylmethyl)benzyl)thio)-1-oxoisoindolin-2-yl)piperidine-2,6-dione N1(CCCCCCC1)CC=1C=C(CSC2=C3CN(C(C3=CC=C2)=O)C2C(NC(CC2)=O)=O)C=CC1